2-(4-((4-(4-((20-(5-(tert-butyl)-2-hydroxy-4-(4-oxo-1,4-dihydroquinoline-3-carboxamido)phenoxy)-3,6,9,12,15,18-hexaoxaicosyl)oxy)phenyl)piperidin-1-yl)sulfonyl)benzamido)acetic acid C(C)(C)(C)C=1C(=CC(=C(OCCOCCOCCOCCOCCOCCOCCOC2=CC=C(C=C2)C2CCN(CC2)S(=O)(=O)C2=CC=C(C(=O)NCC(=O)O)C=C2)C1)O)NC(=O)C1=CNC2=CC=CC=C2C1=O